(Z)-3-methyl-1-(2,6,6-trimethylcyclohex-1-en-1-yl)pent-1-en-4-yn-3-ol CC(\C=C/C1=C(CCCC1(C)C)C)(C#C)O